C(C)(=O)[O-].C(C)(=O)[O-].[Pd+2] palladium bis(acetate)